3-((2R,6S)-4-(2-((trans-4-(3-(4-cyano-3-(trifluoromethyl)phenyl)-5,5-dimethyl-4-oxo-2-thioxoimidazolidin-1-yl)cyclohexyl)oxy)ethyl)-2,6-dimethylpiperazin-1-yl)propanoic acid C(#N)C1=C(C=C(C=C1)N1C(N(C(C1=O)(C)C)[C@@H]1CC[C@H](CC1)OCCN1C[C@H](N([C@H](C1)C)CCC(=O)O)C)=S)C(F)(F)F